FC=1C=C(C=NC1)[C@H](CNC(C[C@H]1CN(CCC1)C(C(C)(C)C)=O)(C)C)O 1-((S)-3-(2-(((R)-2-(5-Fluoropyridin-3-yl)-2-hydroxyethyl)amino)-2-methylpropyl)piperidin-1-yl)-2,2-dimethylpropan-1-one